piperazin-1-ium trifluoroacetate FC(C(=O)[O-])(F)F.[NH2+]1CCNCC1